BrC1=C(C=CC(=N1)C(C(=O)O)(CCC)F)F 2-(6-bromo-5-fluoropyridin-2-yl)-2-fluoropentanoic acid